(dimethyl-amino)ethyl methacrylate C(C(=C)C)(=O)OCCN(C)C